CC1=C(C#N)C=CC=C1C 2,3-dimethylbenzonitrile